2-(4-chloro-3-fluorophenoxy)-N-(3-{2-[2-(4-fluorophenyl)ethoxy]acetylamino}-bicyclo[1.1.1]pentan-1-yl)acetamide ClC1=C(C=C(OCC(=O)NC23CC(C2)(C3)NC(COCCC3=CC=C(C=C3)F)=O)C=C1)F